((2R,3R,4S,5R)-4-acetoxy-5-(2-amino-8-oxo-7-(3,3,3-trifluoropropyl)-7,8-dihydro-9H-purin-9-yl)-3-fluorotetrahydrofuran-2-yl)methylacetat C(C)(=O)O[C@@H]1[C@@H]([C@H](O[C@H]1N1C2=NC(=NC=C2N(C1=O)CCC(F)(F)F)N)COC(C)=O)F